CN1C(=CC(=C1)S(=O)(=O)N1C=C(C=C1)C(NC1=CC=C(C=C1)C(F)(F)F)=O)C(=O)N 1-methyl-4-((3-((4-(trifluoromethyl)phenyl)carbamoyl)-1H-pyrrol-1-yl)sulfonyl)-1H-pyrrole-2-carboxamide